1-[(12AR)-8,10-difluoro-9-[2-hydroxy-6-(trifluoromethyl)phenyl]-3,4,12,12a-tetrahydro-6H-pyrazino[2,1-c][1,4]benzoxazepin-2(1H)-yl]prop-2-en-1-one FC=1C(=C(C2=C(CN3[C@@H](CO2)CN(CC3)C(C=C)=O)C1)F)C1=C(C=CC=C1C(F)(F)F)O